CC=1SC2=C(N1)C=CC(=C2)N 2-methylbenzo[d]thiazol-6-amine